ClC1=C(C=C(C=C1)C1=CSC2=C1C(N(C=C2C2=CC=NC=C2)CC(N2CCCC2)=O)=O)C(F)(F)F 3-(4-chloro-3-(trifluoromethyl)phenyl)-5-(2-oxo-2-(pyrrolidin-1-yl)ethyl)-7-(pyridin-4-yl)thieno[3,2-c]pyridin-4(5H)-one